(R)-N-((1r,4R)-4-(5-((2,3-dichloropyridin-4-yl)thio)pyrazin-2-yl)-1',3'-dihydrospiro[cyclohexane-1,2'-inden]-1'-yl)-2-methylpropane-2-sulfinamide ClC1=NC=CC(=C1Cl)SC=1N=CC(=NC1)C1CCC2(C(C3=CC=CC=C3C2)N[S@](=O)C(C)(C)C)CC1